C1(CC1)C1=NC=NC(=C1C=1N=CC2=C(N(C3=CC=CC=C23)[C@H](C)CC2=CC=C(C=C2)C=2N(C=C(N2)C(F)(F)F)C(C)C)N1)OC (R)-2-(4-cyclopropyl-6-methoxypyrimidin-5-yl)-9-(1-(4-(1-isopropyl-4-(trifluoromethyl)-1H-imidazol-2-yl)benzyl)ethyl)-9H-pyrimido[4,5-b]indole